(R)-1-((R)-5-(2-chloro-5-fluorophenyl)-2,3-dihydro-1H-indene-2-carbonyl)-5-fluoro-2-methylindoline-6-sulfonamide ClC1=C(C=C(C=C1)F)C=1C=C2C[C@@H](CC2=CC1)C(=O)N1[C@@H](CC2=CC(=C(C=C12)S(=O)(=O)N)F)C